tert-butyl N-(2-benzyloxypropyl)-N-(1,3-dioxoisoindolin-2-yl)carbamate C(C1=CC=CC=C1)OC(CN(C(OC(C)(C)C)=O)N1C(C2=CC=CC=C2C1=O)=O)C